chloro(di-secbutyl)phosphine Diisopropyl-phthalate (Diisopropyl-phthalate) C(C)(C)C=1C(=C(C(C(=O)O)=CC1)C(=O)O)C(C)C.C(C)(C)OC(C=1C(C(=O)OC(C)C)=CC=CC1)=O.ClP(C(C)CC)C(C)CC